C(C1=CC=CC=C1)OCCC1CC(C1)(C(=O)OC(C)(C)C)C(=O)OC(C)(C)C di-tert-butyl 3-benzyloxyethyl-cyclobutane-1,1-dicarboxylate